boric acid cesium [Cs].B(O)(O)O